COCCOC1=CC=C(CC2NCCCCC2)C=C1 2-(4-(2-methoxyethoxy)benzyl)azepane